C(#N)C1=CC(=NC=C1)N1[C@@H](CCC1=O)C(=O)N(C1=CC(=CC=C1)F)[C@@]1(CCC2=CC=CC=C12)C(NC1CCCCC1)=O (S)-1-(4-cyanopyridin-2-yl)-N-((R)-1-(cyclohexylcarbamoyl)-2,3-dihydro-1H-inden-1-yl)-N-(3-fluorophenyl)-5-oxopyrrolidine-2-carboxamide